C(C)OC(CCCCCC(C(=O)OCC)(C)C)CCCCCC(C(=O)OCC)(C)C diethyl 8-ethoxy-2,2,14,14-tetramethylpentadecanedioate